[Si]([O-])([O-])([O-])O.[Mg+2].O[Ni+] hydroxyl-nickel magnesium silicate